C(C)NC(COC1=CC=C(C=C1)C=O)=O N-ETHYL-2-(4-FORMYLPHENOXY)ACETAMIDE